NC1(CC1)CN(C1=C(C=C(C=C1)NC1=NC=2N(C(=C1)NC1CC1)N=CC2)CS(=O)(=O)C)C 5-((4-(((1-Aminocyclopropyl)methyl)(methyl)amino)-3-((methylsulfonyl)methyl)phenyl)amino)-7-(cyclopropylamino)pyrazolo[1,5-a]pyrimidin